3-oxo-3-(6-phenoxypyridin-3-yl)propionic acid ethyl ester C(C)OC(CC(C=1C=NC(=CC1)OC1=CC=CC=C1)=O)=O